4-bromo-7-(trifluoromethoxy)-1H-indazole BrC1=C2C=NNC2=C(C=C1)OC(F)(F)F